Tert-butyl 1-(4-carbamoylpyrimidin-2-yl)piperidine-4-carboxylate Tert-butyl-piperidine-4-carboxylate hydrochloride Cl.C(C)(C)(C)OC(=O)C1CCNCC1.C(N)(=O)C1=NC(=NC=C1)N1CCC(CC1)C(=O)OC(C)(C)C